7-bromo-3,4-dihydro-2H-1-benzothiine BrC1=CC2=C(CCCS2)C=C1